BrC=1C=C(C=CC1)C(C(F)(F)F)O 1-(3-bromophenyl)-2,2,2-trifluoroethan-1-ol